C(C)(C)N(C(=O)C1=C(OC=2C(=NC=NC2)N2CC(C2)C)C=CC(=C1)F)C(C)C 1-(5-(2-(Diisopropylcarbamoyl)-4-fluorophenoxy)pyrimidin-4-yl)-3-methylazetidine